1-dodecanoyl-glycero-3-phosphoserine C(CCCCCCCCCCC)(=O)OCC(O)COP(=O)(O)OC[C@H](N)C(=O)O